2,4-dichloro-7-methyl-6-phenyl-7H-pyrrolo[2,3-d]pyrimidine ClC=1N=C(C2=C(N1)N(C(=C2)C2=CC=CC=C2)C)Cl